COC1=C(C=C(C=N1)C=1C=CC=2N(C1)C(=CN2)C(=O)O)NS(=O)(=O)C2=C(C=C(C=C2)F)F 6-(6-methoxy-5-(2,4-difluorobenzenesulfonylamino)pyridin-3-yl)imidazo[1,2-a]pyridine-3-formic acid